CS(=O)(=O)C=1C=CC(=C(OCC#N)C1)NCC#CC=1N(C2=CC=CC(=C2C1)NC1CCC(CC1)N1CC2(C1)CCOCC2)CC(F)(F)F 2-(5-methanesulfonyl-2-{[3-(4-{[(1R,4R)-4-{7-oxa-2-azaspiro[3.5]nonan-2-yl}cyclohexyl]amino}-1-(2,2,2-trifluoroethyl)-1H-indol-2-yl)prop-2-yn-1-yl]amino}phenoxy)acetonitrile